3-cyanovinyl-carbazole C(#N)C=CC=1C=CC=2NC3=CC=CC=C3C2C1